N-((9-β-D-ribofuranosylpurine-6-yl)carbamoyl)threonine [C@@H]1([C@H](O)[C@H](O)[C@H](O1)CO)N1C2=NC=NC(=C2N=C1)NC(=O)N[C@@H]([C@H](O)C)C(=O)O